ClC=1C2=C(N=CN1)NC(=C2)I 4-Chloro-6-Iodo-7H-pyrrolo[2,3-d]-pyrimidine